tert-butyl (S)-(4-(4-(3-(4-(3-carbamoyl-2-(4-phenoxyphenyl)-4,5,6,7-tetrahydropyrazolo[1,5-a]pyrimidin-7-yl)piperidin-1-yl)-3-oxopropyl)piperazin-1-yl)benzyl)carbamate C(N)(=O)C=1C(=NN2C1NCC[C@H]2C2CCN(CC2)C(CCN2CCN(CC2)C2=CC=C(CNC(OC(C)(C)C)=O)C=C2)=O)C2=CC=C(C=C2)OC2=CC=CC=C2